P(O)(O)O.C1(=CC=CC=C1)C=1C(=C(C(=O)[Li])C(=CC1C)C)C phenyl-2,4,6-trimethylbenzoyl-lithium phosphite salt